methyl (6-oxo-6,11-dihydro-5H-dibenzo[b,e]azepin-5-yl)acetate O=C1C2=C(CC3=C(N1CC(=O)OC)C=CC=C3)C=CC=C2